1-(piperazin-1-yl)ethane-1-One N1(CCNCC1)C(C)=O